C/C(=C\\CO)/CC[C@H]1C(=C)CC[C@@H]2[C@@]1(CCCC2(C)C)C The molecule is a labdane diterpenoid in which the labdane skeleton has double bonds at positions 8(17) and 13 (the latter with E-stereochemistry) and carries a hydroxy group at the terminal C-15 position. It has a role as a metabolite. It is a labdane diterpenoid and a primary alcohol. It is an enantiomer of a (-)-ent-copalol.